CCC(CC)N1N=CC(=C1)C=1C=2N(C=C(N1)C=1C=NN(C1)[C@H]1CNCCC1)N=CC2 (R)-4-(1-(pentan-3-yl)-1H-pyrazol-4-yl)-6-(1-(piperidin-3-yl)-1H-pyrazol-4-yl)pyrazolo[1,5-a]pyrazine